BrC1=C[Se]C=C1 3-bromo-selenophene